1-(2-methyl-4-(6-(1-methyl-1H-pyrazol-4-yl)pyrazolo[1,5-a]pyrazin-4-yl)benzyl)-4-(oxetan-3-ylmethyl)piperazin-2-one CC1=C(CN2C(CN(CC2)CC2COC2)=O)C=CC(=C1)C=1C=2N(C=C(N1)C=1C=NN(C1)C)N=CC2